(S)-8-chloro-4-((3-chloro-4-fluorophenyl)amino)-6-(((1-(1-(oxetan-3-yl)piperidin-4-yl)-1H-1,2,3-triazol-4-yl)(pyridin-3-yl)methyl)amino)quinoline-3-carbonitrile ClC=1C=C(C=C2C(=C(C=NC12)C#N)NC1=CC(=C(C=C1)F)Cl)N[C@@H](C=1C=NC=CC1)C=1N=NN(C1)C1CCN(CC1)C1COC1